Cl/C=C/C1=NSC(O1)=O (E)-5-(2-Chlorovinyl)-1,3,4-oxthiazol-2-one